FC=1C=C2C[C@H](N(C2=CC1S(=O)(=O)NC(CCC)=O)C(=O)[C@@H]1CC2=CC=C(C=C2C1)C1=NC=CC=C1)C N-(((R)-5-fluoro-2-methyl-1-((R)-5-(pyridin-2-yl)-2,3-dihydro-1H-indene-2-carbonyl)indolin-6-yl)sulfonyl)butyramide